1,3,3-trimethyl-2-((E)-2-((E)-2-(piperazin-1-yl)-3-((E)-2-(1,3,3-trimethylindolin-2-ylidene)ethylidene)cyclohex-1-en-1-yl)vinyl)-3H-indol-1-ium iodide [I-].C[N+]1=C(C(C2=CC=CC=C12)(C)C)\C=C\C1=C(/C(/CCC1)=C/C=C\1/N(C2=CC=CC=C2C1(C)C)C)N1CCNCC1